CC(COC=1C=C(C=CC1)C1=CC(=NN1CC=1C=CC=C2C=NN(C12)C)CO)(C)C [5-[3-(2,2-dimethylpropoxy)phenyl]-1-[(1-methyl-1H-indazol-7-yl)methyl]-1H-pyrazol-3-yl]methanol